2-(4-methylThiazol-2-yl)but-3-yn-2-ol (7-(2-(4-(6-fluorobenzo[b]thiophen-4-yl)piperazin-1-yl)ethyl)-2-oxo-3,4-dihydroquinolin-1(2H)-yl)methyl-4-methylpentanoate FC=1C=C(C2=C(SC=C2)C1)N1CCN(CC1)CCC1=CC=C2CCC(N(C2=C1)CC(C(=O)OC(C)(C#C)C=1SC=C(N1)C)CC(C)C)=O